rac-(2s,3s,5r)-5-((tert-butoxycarbonyl)amino)-3-hydroxy-2-methylpiperidine-1-carboxylic acid benzyl ester C(C1=CC=CC=C1)OC(=O)N1[C@H]([C@H](C[C@H](C1)NC(=O)OC(C)(C)C)O)C |r|